C(CC)S(=O)(=O)OC1=CC=NN1 1H-pyrazol-5-yl propane-1-sulfonate